N-(3-{4-[6-(difluoromethoxy)pyridin-3-yl]-6-oxo-1,6-dihydropyrimidin-2-yl}-4-fluorobenzyl)-1-(trifluoromethyl)cyclopropane-1-carboxamide FC(OC1=CC=C(C=N1)C=1N=C(NC(C1)=O)C=1C=C(CNC(=O)C2(CC2)C(F)(F)F)C=CC1F)F